(2-methyloxazol-5-yl)methanamine CC=1OC(=CN1)CN